NC=1N=C(C2=C(N1)CN(CC2)CC2=CC=CC=C2)NC2=C(C=CC=C2)O 2-((2-amino-7-benzyl-5,6,7,8-tetrahydropyrido[3,4-d]pyrimidin-4-yl)amino)phenol